O1COC2=C1C=CC(=C2)NC2=NC(=NC1=CC=C(C=C21)NC(C2=CC=C(C=C2)C(F)(F)F)=O)C2=CC=CC1=CC=CC=C21 N-(4-(Benzo[d][1,3]dioxol-5-ylamino)-2-(naphthalen-1-yl)quinazolin-6-yl)-4-(trifluoromethyl)benzamide